FC1=C(C(=C(C=C1)S(=O)(=O)Cl)C)[N+](=O)[O-] 4-fluoro-2-methyl-3-nitrobenzenesulfonyl chloride